ClC=1C=C(C=NC1N1N=CC=N1)NC(=O)NC=1C=NC2=CC=C(N=C2C1[C@H](C)OC)C (S)-N-(5-chloro-6-(2H-1,2,3-triazol-2-yl)pyridin-3-yl)-N'-(4-(1-methoxyethyl)-6-methyl-1,5-naphthyridin-3-yl)urea